α-[[(Hexahydro-1-methyl-1H-azepin-4-yl)amino]methyl]benzenemethanol CN1CCC(CCC1)NCC(O)C1=CC=CC=C1